N1=CC=C(C=C1)CN1N=C(C=C1)C=1N=C(SC1)N (1-(pyridin-4-ylmethyl)-1H-pyrazol-3-yl)thiazol-2-amine